C1=CC=CC2=CC3=CC=CC=C3C(=C12)C1=CC2=C(OC3=C2C=CC=C3)C=C1 2-(anthracen-9-yl)dibenzofuran